C(=O)O.ClC=1C=C(C=CC1C(=O)N1CCN(CC1)C(=O)[C@H]1NC[C@](C1)(O)CC)NC(=O)C=1N(C(=CN1)C1=C(C(=C(C=C1)OC)F)F)C N-[3-chloro-4-[4-[(2S,4S)-4-ethyl-4-hydroxy-pyrrolidine-2-carbonyl]piperazine-1-carbonyl]phenyl]-5-(2,3-difluoro-4-methoxy-phenyl)-1-methyl-imidazole-2-carboxamide formate